C1(CCC1)C=1C(=NN(C1NC(=O)[C@@H]1C(C1)(F)F)C)C1=NC=NC=C1 (R)-N-(4-cyclobutyl-1-methyl-3-(pyrimidin-4-yl)-1H-pyrazol-5-yl)-2,2-difluorocyclopropane-1-carboxamide